2-fluoro-4-(((3S,4R)-4-hydroxy-4-(hydroxymethyl)-1-((5-(phenylethynyl)pyridin-2-yl)sulfonyl)pyrrolidin-3-yl)oxy)benzonitrile FC1=C(C#N)C=CC(=C1)O[C@H]1CN(C[C@]1(CO)O)S(=O)(=O)C1=NC=C(C=C1)C#CC1=CC=CC=C1